N-(3-fluoro-4-((7-(2-(3-hydroxypyrrolidin-1-yl)ethoxy)-6-methoxyquinolin-4-yl)oxy)phenyl)-5-(4-fluorophenyl)-6-oxo-2,3,5,6-tetrahydrofuro[3,2-c]pyridine-7-carboxamide FC=1C=C(C=CC1OC1=CC=NC2=CC(=C(C=C12)OC)OCCN1CC(CC1)O)NC(=O)C1=C2C(=CN(C1=O)C1=CC=C(C=C1)F)CCO2